4-(4-phenyl-3-butenyloxy)benzoic acid C1(=CC=CC=C1)C=CCCOC1=CC=C(C(=O)O)C=C1